5-bromo-2-formylphenyl 4-((tert-butoxycarbonyl) amino)butanoate C(C)(C)(C)OC(=O)NCCCC(=O)OC1=C(C=CC(=C1)Br)C=O